1-chloroethyl-silane ClC(C)[SiH3]